Ethyl (3S)-3-[1,4-dimethyl-7-(trifluoromethoxy)-1H-benzotriazol-5-yl]-3-[7-(hydroxymethyl)-1-benzothiophen-5-yl]propanoate CN1N=NC2=C1C(=CC(=C2C)[C@@H](CC(=O)OCC)C=2C=C(C1=C(C=CS1)C2)CO)OC(F)(F)F